5-Ethyl-4-hydroxy-1,3-diisopropyl-pyrazol C(C)C1=C(C(=NN1C(C)C)C(C)C)O